ClC1=C(C=C(OCC(=O)NC23CC(C(CC2)(CC3)C(=O)NCC3=NN(C=C3)C)O)C=C1)F 4-[2-(4-chloro-3-fluorophenoxy)acetamido]-2-hydroxy-N-[(1-methyl-1H-pyrazol-3-yl)methyl]bicyclo[2.2.2]octane-1-carboxamide